COC1=C(C=C(C=C1)C(=C)C(=O)O)OC (3,4-Dimethoxyphenyl)acrylic Acid